ClC=1C(=CC=C2C=CC=C(C12)C1=C(C=2N=C(N=C(C2C=N1)N([C@@H]1[C@@H](NCC1)C)C)OC[C@]12CCCN2C[C@@H](C1)F)F)F 7-(8-chloro-7-fluoronaphthalen-1-yl)-8-fluoro-2-(((2R,7aS)-2-fluorotetrahydro-1H-pyrrolizin-7a(5H)-yl)methoxy)-N-methyl-N-(cis-2-methylpyrrolidin-3-yl)pyrido[4,3-d]pyrimidin-4-amine